2-morpholino-2-oxoethyl-6-(1H-pyrazol-4-yl)quinoline-3-carboxamide O1CCN(CC1)C(CC1=NC2=CC=C(C=C2C=C1C(=O)N)C=1C=NNC1)=O